OC1CN(CCC1)CCCOC1=NC=C(C=C1NS(=O)(=O)C)C1=CC=2C3=C(C=NC2C=C1)N(C(C31CCC1)=O)C N-(2-(3-(3-Hydroxypiperidin-1-yl)propoxy)-5-(3'-methyl-2'-oxo-2',3'-dihydrospiro[cyclobutane-1,1'-pyrrolo[2,3-c]quinolin]-8'-yl)pyridin-3-yl)methanesulfonamide